NC=1C=C(C#N)C=C(C1)F 3-amino-5-fluorobenzonitrile